The molecule is a N-formylkynurenine, a non-proteinogenic L-alpha-amino acid and a non-proteinogenic amino acid derivative. It has a role as a human metabolite, a Saccharomyces cerevisiae metabolite and a mouse metabolite. It derives from a L-kynurenine. It is a tautomer of a N-formyl-L-kynurenine zwitterion. C1=CC=C(C(=C1)C(=O)C[C@@H](C(=O)O)N)NC=O